C(C)(C)(C)C1=CC2=C(C3=CC=CC=C3C(=C2C=C1)OCCC)OCCC 2-tert-butyl-9,10-di(n-propoxy)-anthracene